tert-Butyl 6-(7-fluoro-1-tetrahydropyran-2-yl-indazol-5-yl)-3-methyl-3,4-dihydro-2H-pyridine-1-carboxylate FC=1C=C(C=C2C=NN(C12)C1OCCCC1)C1=CCC(CN1C(=O)OC(C)(C)C)C